1-(4-aminophenyl)-1,3,3-trimethylindan-5-amine NC1=CC=C(C=C1)C1(CC(C2=CC(=CC=C12)N)(C)C)C